(S)-1'-(5-((2-methoxypyridin-3-yl)thio)-1H-imidazo[4,5-b]pyrazin-2-yl)-1,3-dihydrospiro[indene-2,4'-piperidin]-1-amine COC1=NC=CC=C1SC=1N=C2C(=NC1)NC(=N2)N2CCC1(CC2)[C@@H](C2=CC=CC=C2C1)N